5-methyl-[1,2,3]triazolo[1,5-a]pyridine-3-carboxylic acid methyl ester COC(=O)C=1N=NN2C1C=C(C=C2)C